methylglutaconylcarnitine CC(C(O)(CC([O-])=O)C(C=CCC(=O)O)=O)[N+](C)(C)C